monoisopropyl phosphinate [PH2](OC(C)C)=O